C(CCC)N(P1C(CCC1C1=CC=CC=C1)C1=CC=CC=C1)P(=O)(C1=CC=C(C=C1)C)C1=CC=C(C=C1)C rac-N-butyl-N-(bis(4-methylphenyl)phosphinyl)-2,5-diphenylphospholan-1-amine